NC1=C2C=NC(=NC2=CC(=C1F)C=1C=C(C#N)C=CC1C)NC1=CC=C(C=C1)S(=O)(=O)C 3-(5-amino-6-fluoro-2-{[4-(methylsulfonyl)phenyl]amino}quinazolin-7-yl)-4-methylbenzonitrile